2-amino-5-(3-chloro-5-fluorophenyl)-4-oxo-4,5-dihydrofuran-3-yl phenylmethanesulfonate C1(=CC=CC=C1)CS(=O)(=O)OC1=C(OC(C1=O)C1=CC(=CC(=C1)F)Cl)N